C1(=CCCCC1)C=1C(=NN2C1NC(=C(C2=O)C2=CC=C(C=C2)OC)NC=2N=NC=CC2)C2=CC=CC=C2 3-(cyclohex-1-en-1-yl)-6-(4-methoxyphenyl)-2-phenyl-5-(pyridazin-3-ylamino)pyrazolo[1,5-a]pyrimidin-7(4H)-one